COC(=O)C1=C(C=NN1)NC(=O)OC(C)(C)C 4-[(tert-Butoxycarbonyl)amino]-1H-pyrazole-5-carboxylic acid methyl ester